(NE,R)-N-[1-[2-chloro-3-(trifluoromethyl)phenyl]ethylidene]-2-methyl-propane-2-sulfinamide ClC1=C(C=CC=C1C(F)(F)F)\C(\C)=N\[S@](=O)C(C)(C)C